5-(imidazo[1,2-b]pyridazin-6-yl)-N-(1-methyl-1H-pyrazol-4-yl)pyrrolo[2,1-f][1,2,4]triazin-2-amine N=1C=CN2N=C(C=CC21)C=2C=CN1N=C(N=CC12)NC=1C=NN(C1)C